4-bromo-1-(3,5-dimethylphenyl)-5-phenyl-1H-pyrazole BrC=1C=NN(C1C1=CC=CC=C1)C1=CC(=CC(=C1)C)C